FC1(CCC(CC1)CN1N=C(N=N1)C1=CC(=C(C=C1)S(=O)(=O)N)OC)F 4-(2-((4,4-difluorocyclohexyl)methyl)-2H-tetrazol-5-yl)-2-methoxybenzenesulfonamide